4-[5-(4-benzyl-6-chloro-2-oxo-1H-quinolin-3-yl)-3-[4-(2-ethylindazol-5-yl)phenyl]-3,4-dihydropyrazol-2-yl]-4-oxo-butanoic acid C(C1=CC=CC=C1)C1=C(C(NC2=CC=C(C=C12)Cl)=O)C=1CC(N(N1)C(CCC(=O)O)=O)C1=CC=C(C=C1)C1=CC2=CN(N=C2C=C1)CC